1-Methyl-N-{(1S)-1-(4-methylcyclohexyl)-2-oxo-2-[(2-oxospiro[1H-pyrrolo[3,2-c]pyridine-3,4'-oxane]-6-yl)amino]ethyl}-pyrrole-3-carboxamide CN1C=C(C=C1)C(=O)N[C@H](C(NC1=CC2=C(C=N1)C1(CCOCC1)C(N2)=O)=O)C2CCC(CC2)C